BrC1=CC=C(C=C1)N(C1=CC=C(C=C1)\C=C\C=C\C=C/C)C1=CC=CC=2C(C3=CC=CC=C3C12)(C)C (4-bromophenyl)-(9,9-dimethyl-9H-fluoren-4-yl)-{4-[(E)-((Z)-1-propenyl)but-1,3-dienyl]phenyl}amine